O-(3-OXOBUTYL)-N-PROPYLHYDROXYLAMINE OXALATE SALT C(C(=O)O)(=O)O.O=C(CCONCCC)C